4-(4-oxo-4-(4-(5-(trifluoromethyl)pyrimidin-2-yl)piperazin-1-yl)butyl)phthalazin-1(2H)-one O=C(CCCC1=NNC(C2=CC=CC=C12)=O)N1CCN(CC1)C1=NC=C(C=N1)C(F)(F)F